1-(4-(5-((4-amino-2-butoxyimidazo[2,1-f][1,2,4]triazin-7-yl)methyl)-3-methylpyridin-2-yl)piperazin-1-yl)-2-(methylamino)ethan-1-one NC1=NC(=NN2C1=NC=C2CC=2C=C(C(=NC2)N2CCN(CC2)C(CNC)=O)C)OCCCC